2,2'-oxybis(ethanamine) O(CCN)CCN